lithium 5-(2-amino-[1,2,4]triazolo[1,5-a]pyridin-7-yl)-2-methoxynicotinate NC1=NN2C(C=C(C=C2)C=2C=NC(=C(C(=O)[O-])C2)OC)=N1.[Li+]